dimethyl-(1-methylindenyl)(pentamethylcyclopentadienyl)zirconium C[Zr](C1(C(=C(C(=C1C)C)C)C)C)(C=1C(C2=CC=CC=C2C1)C)C